ClC=1C=CC=C2C1NC(C21CCN(CC1)CCOC1=CC2=C(N(C=N2)C2CC(C2)(C)O)C(=C1)C(F)(F)F)=O 7-chloro-1'-{2-[1-(3-hydroxy-3-methylcyclobutyl)-7-(trifluoromethyl)-1H-1,3-benzimidazol-5-yloxy]ethyl}spiro[indoline-3,4'-piperidin]-2-one